C(C)(C)(C)OC(=O)N1C=CC2=CC=CC(=C12)CC(C(=O)O)CNC=1SC(=C(N1)C1=CC(=C(C=C1)Cl)Cl)C(C)C 3-(1-(tert-Butoxycarbonyl)-1H-indol-7-yl)-2-((4-(3,4-dichlorophenyl)-5-isopropylthiazol-2-ylamino)methyl)propanoic acid